(R)-N-cyclopropyl-N-(7-(4-fluorobenzoyl)-8-methyl-3-(3-methyl-1,2,4-thiadiazol-5-yl)-5,6,7,8-tetrahydroimidazo[1,5-a]pyrazin-1-yl)acetamide C1(CC1)N(C(C)=O)C=1N=C(N2C1[C@H](N(CC2)C(C2=CC=C(C=C2)F)=O)C)C2=NC(=NS2)C